nickel-tin-antimony [Sb].[Sn].[Ni]